2-(4-methoxyphenyl)-N-[2-(1-methylpyrrolidin-2-yl)imidazo[1,2-a]pyridin-6-yl]-1,3-thiazole-4-carboxamide COC1=CC=C(C=C1)C=1SC=C(N1)C(=O)NC=1C=CC=2N(C1)C=C(N2)C2N(CCC2)C